2-(2-methoxypyridin-4-yl)-N-(2-morpholino-5-(piperidin-1-yl)oxazolo[4,5-b]pyridin-6-yl)oxazole-4-carboxamide COC1=NC=CC(=C1)C=1OC=C(N1)C(=O)NC=1C=C2C(=NC1N1CCCCC1)N=C(O2)N2CCOCC2